bromo-furane BrC=1OC=CC1